CN1C(OCC1)=O 3-methyl-2-oxooxazolidin